ClC1=NC2=CC=CC=C2C(=N1)NCCC1=CC=C(C=C1)[N+](=O)[O-] 2-chloro-N-(4-nitrophenylethyl)quinazolin-4-amine